C(C)N(C(C=C)=O)CCO N-ethyl-N-(2-hydroxyethyl)acrylamide